1-isopropyl-N-((5-(2-methoxypyridin-4-yl)-2,3-dihydro-1H-inden-4-yl)carbamoyl)-2-oxo-1,2-dihydropyridine-4-sulfonamide sodium salt [Na].C(C)(C)N1C(C=C(C=C1)S(=O)(=O)NC(NC1=C2CCCC2=CC=C1C1=CC(=NC=C1)OC)=O)=O